C1(CC1)S(=O)(=O)NC1=NC=CC(=N1)C1(CCC(CC1)=O)C(=O)NC1=NC=C(C=C1)C1=NC(=CN=C1)OCC 1-(2-(cyclopropanesulfonylamino)pyrimidin-4-yl)-N-(5-(6-ethoxypyrazin-2-yl)pyridin-2-yl)-4-oxocyclohexanecarboxamide